heptadecan-9-yl 8-((8-oxo-8-(undecan-3-yloxy)octyl)(3-(5-oxopyrrolidine-2-carboxamido)propyl)amino)octanoate O=C(CCCCCCCN(CCCCCCCC(=O)OC(CCCCCCCC)CCCCCCCC)CCCNC(=O)C1NC(CC1)=O)OC(CC)CCCCCCCC